NC1=C(OCCO)C(=CC(=C1)Br)F 2-(2-Amino-4-bromo-6-fluorophenoxy)ethan-1-ol